C(C)[C@@H]1CN=C2N1C1=CC=C(C=C1C(N2CC)=O)S(=O)(=O)NC2(CC2)C (R)-1,4-diethyl-N-(1-methylcyclopropyl)-5-oxo-1,2,4,5-tetrahydroimidazo[1,2-a]quinazoline-7-sulfonamide